4-bromo-5-(bromomethyl)benzo[d][1,3]dioxole BrC1=C(C=CC=2OCOC21)CBr